tert-butyl 4-[2-(3-hydroxyphenoxy)ethyl]piperazine-1-carboxylate OC=1C=C(OCCN2CCN(CC2)C(=O)OC(C)(C)C)C=CC1